(R)-3-amino-1-oxa-8-azaspiro[4.5]decane N[C@H]1COC2(C1)CCNCC2